N-(2-(5-trifluoromethylpyridin-2-yl)ethyl)-5-chloro-6-ethylpyrimidin-4-amine FC(C=1C=CC(=NC1)CCNC1=NC=NC(=C1Cl)CC)(F)F